3-hydroxypyrrolidine-1-carboxamide hydrochloride Cl.OC1CN(CC1)C(=O)N